(2R,3R,4S,5S,6R)-2-(acetoxymethyl)-6-(4-formyl-2-nitrophenoxy)tetrahydro-2H-pyran-3,4,5-triyl triacetate C(C)(=O)O[C@@H]1[C@H](O[C@@H]([C@H]([C@H]1OC(C)=O)OC(C)=O)OC1=C(C=C(C=C1)C=O)[N+](=O)[O-])COC(C)=O